1,14-Diamino-3,6,9,12-tetraoxatetradecane NCCOCCOCCOCCOCCN